N-cyclohexyl-6-(7,8-dihydro-5H-1,6-naphthyridin-6-yl)-5-methyl-pyridine-3-carboxamide C1(CCCCC1)NC(=O)C=1C=NC(=C(C1)C)N1CC=2C=CC=NC2CC1